dicyclopentyl-(4-tert-butylphenyl)phosphine C1(CCCC1)P(C1=CC=C(C=C1)C(C)(C)C)C1CCCC1